5-oxo-2-azaspiro[3.4]octane O=C1C2(CNC2)CCC1